methacryloxyethoxyethyl-trimethoxysilane C(C(=C)C)(=O)OCCOCC[Si](OC)(OC)OC